C(C)NC(=O)C1=CC(=C(N1)C(=O)NC)O[C@H](C)C1=NC=CC=C1 |r| Racemic-N5-ethyl-N2-methyl-3-(1-(pyridin-2-yl)ethoxy)-1H-pyrrole-2,5-dicarboxamide